FC(C1=CC=C(OC2=CC=C(C=C2)S(=O)(=O)N)C=C1)(F)F 4-(4-(trifluoromethyl)phenoxy)benzenesulfonamide